2,6-dichloro-3-fluoro-4-((methylsulfonyl)methyl)pyridine ClC1=NC(=CC(=C1F)CS(=O)(=O)C)Cl